C1(CC1)C(=O)NC=1N=CC(=NC1C)C#CC=1C(=CC(=C(C(=O)NC2=CC(=C(C=C2)CN2CCN(CC2)C)C(F)(F)F)C1)F)C 5-((5-(cyclopropanecarboxamido)-6-methylpyrazin-2-yl)ethynyl)-2-fluoro-4-methyl-N-(4-((4-methylpiperazine-1-yl)methyl)-3-(trifluoromethyl)phenyl)benzamide